[6-(difluoromethyl)pyridin-2-yl]methanol FC(C1=CC=CC(=N1)CO)F